C(C)(C)(C)OC(=O)N1C(C2=C(CC1)NC(=C2NC2=CC=CC=C2)C2=CC(=NC=C2)Br)=O tert-Butyl-2-(2-bromopyridin-4-yl)-4-oxo-3-(phenylamino)-1,4,6,7-tetrahydro-5H-pyrrolo[3,2-c]pyridine-5-carboxylate